[Ba].[Fe] iron-barium